2,2-difluorospiro[3.3]heptan-6-ol FC1(CC2(C1)CC(C2)O)F